(R)-1-benzyl-2-(2-chloro-4-(2-(1-methylpyrrolidin-2-yl)ethoxy)phenyl)-5-isopropoxy-1H-benzo[d]imidazole C(C1=CC=CC=C1)N1C(=NC2=C1C=CC(=C2)OC(C)C)C2=C(C=C(C=C2)OCC[C@@H]2N(CCC2)C)Cl